ClC=1C=CC=2C=3C(C(NC2C1)=O)=NN(C3)C 7-chloro-2-methyl-2,5-dihydro-4H-pyrazolo[3,4-c]quinolin-4-one